C1(CC1)[C@]1(C(N(C[C@H]1C)C=1C=2N(C=C(N1)C=1C=NC(=CC1)O)N=CC2)=O)C#N (3R,4S)-3-cyclopropyl-1-[6-(6-hydroxypyridin-3-yl)pyrazolo[1,5-a]pyrazin-4-yl]-4-methyl-2-oxopyrrolidine-3-carbonitrile